ClC=1C=C(N)C=C(C1OC=1C=CC2=C(N(C=N2)C2(CC2)C)C1)Cl 3,5-dichloro-4-((1-(1-methylcyclopropyl)-1H-benzo[d]imidazol-6-yl)oxy)aniline